The molecule is an amino disaccharide consisting of 2-acetamido-2-deoxy-beta-D-galactopyranose and D-galactopyranose residues joined in sequence by a (1->6) glycosidic bond. It is a N-acyl-hexosamine, an amino disaccharide and a member of acetamides. It derives from a D-galactopyranose and a D-tyrosine. CC(=O)N[C@@H]1[C@H]([C@H]([C@H](O[C@H]1OC[C@@H]2[C@@H]([C@@H]([C@H](C(O2)O)O)O)O)CO)O)O